5-bromo-2-(isopropylthio)pyridine BrC=1C=CC(=NC1)SC(C)C